C(C=C)(=O)OCC1C(C)(C(C(F)(F)F)(F)F)O1 acryloyloxymethyl-2-pentafluoroethyl propylene oxide